C1(CC1)C1=NN(C(C=C1)=O)CC(=O)NCCN1N=C(C=CC1=O)C1=C(N=C(S1)C)C 2-(3-cyclopropyl-6-oxopyridazin-1-yl)-N-[2-[3-(2,4-dimethyl-1,3-thiazol-5-yl)-6-oxopyridazin-1-yl]ethyl]acetamide